COC=1C=C(C=CC1OC)NC1=NC(=CC(=N1)C1CCN(C=C1)C(=O)OC(C)(C)C)C1=CC=CC=C1 tert-butyl 4-(2-((3,4-dimethoxyphenyl)amino)-6-phenylpyrimidin-4-yl)-dihydropyridine-1(2H)-carboxylate